COC(CNC1=C(C=C(C=C1)C1=NC=NC(=C1)NCCN1C(=CC2=C(C=CC(=C12)F)OC)C)OCC)=O (2-Ethoxy-4-{6-[2-(7-fluoro-4-methoxy-2-methyl-indol-1-yl)-ethylamino]-pyrimidin-4-yl}-phenylamino)-acetic acid methyl ester